5-Chloro-4-methoxy-N-[trans-(7RS,9RS)-9-(1H-benzimidazol-2-ylamino)-3-cyclopropyl-5-(2-methylpropylsulfamoyl)-8,9-dihydro-7H-cyclopenta[h]isochinolin-7-yl]thiophen-3-carboxamid ClC1=C(C(=CS1)C(=O)N[C@@H]1C[C@H](C=2C1=CC(=C1C=C(N=CC21)C2CC2)S(NCC(C)C)(=O)=O)NC2=NC1=C(N2)C=CC=C1)OC |r|